OC1=C(C=C(C(=C1CC1=C(C=C(C(=C1)S(=O)(=O)O)O)C)C)CC1=C(C=C(C(=C1)S(=O)(=O)O)O)C)S(=O)(=O)O 2-hydroxy-3,5-bis[(4-hydroxy-2-methyl-5-sulfophenyl)methyl]-4-methylbenzenesulfonic Acid